OC1=CC=C2C(=NN(C2=C1)C1=CC=C(C=C1)C(F)(F)F)CN1C(C2=CC=CC=C2C1=O)=O 2-((6-hydroxy-1-(4-(trifluoromethyl)phenyl)-1H-indazol-3-yl)methyl)isoindoline-1,3-dione